CC1=NN2C(N(C(C(CC2)NC(=O)C2=NNC=N2)=O)C)=C1 N-(2,4-dimethyl-5-oxo-5,6,7,8-tetrahydro-4H-pyrazolo[1,5-a][1,3]diazepin-6-yl)-1H-1,2,4-triazole-3-carboxamide